COC(NC1=NC=C(C2=CC(=CC=C12)NCC1=CC(=NC=C1)OCC1CC=2N(CC1)C=CN2)Cl)=O N-[4-chloro-6-[[2-(5,6,7,8-tetrahydroimidazo[1,2-a]pyridin-7-ylmethoxy)-4-pyridinyl]methylamino]-1-isoquinolinyl]carbamic acid methyl ester